FC1=C(C=CC=C1[N+](=O)[O-])C=1OC(=NN1)C 2-(2-fluoro-3-nitrophenyl)-5-methyl-1,3,4-oxadiazole